2-phenylethyl (E)-2-methylbut-2-enoate C/C(/C(=O)OCCC1=CC=CC=C1)=C\C